OCCOCCNCCOCCO di-[2-(2-hydroxyethoxy)ethyl]amine